5-cyclopentyl-3,3-difluoro-4-hydroxypyrrolidin-2-one C1(CCCC1)C1C(C(C(N1)=O)(F)F)O